(1R,5S)-tert-butyl 3-(7-bromo-2-chloro-8-fluoroquinazolin-4-yl)-3,8-diazabicyclo[3.2.1]octane-8-carboxylate BrC1=CC=C2C(=NC(=NC2=C1F)Cl)N1C[C@H]2CC[C@@H](C1)N2C(=O)OC(C)(C)C